Cl.ClC1=C(C(=CC=C1)Cl)C=1C=C2C(=NNC2=CC1)NC(=O)C1CCC(CC1)N(C)C N-[5-(2,6-dichlorophenyl)-1H-indazol-3-yl]-4-(dimethylamino)cyclohexanecarboxamide hydrochloride